5-(4-(prop-1-ynyl)phenoxy)-1H-1,2,3-triazole-4-carboxylic acid ethyl ester C(C)OC(=O)C=1N=NNC1OC1=CC=C(C=C1)C#CC